N-ethyl-1-methylsulfanyl-2-nitro-ethenamine C(C)NC(=C[N+](=O)[O-])SC